C1(CCC1)NC(C1=NC(=CC(=C1)C)N1C=NC=C1)=O N-cyclobutyl-6-(1H-imidazol-1-yl)-4-methylpicolinamide